β-methoxyacrylate COC=CC(=O)[O-]